(3S,5S)-8-(2-Amino-6-((R)-1-(4-chloro-2-(5,6-dihydro-2H-pyran-3-yl)phenyl)-2,2,2-trifluoroethoxy)pyrimidin-4-yl)-2-azaspiro[4.5]dec-7-en NC1=NC(=CC(=N1)C1=CC[C@]2(CCNC2)CC1)O[C@@H](C(F)(F)F)C1=C(C=C(C=C1)Cl)C=1COCCC1